Br[C@H]1[C@@H](O[C@@H]([C@H]1O)CO)N1C=NC=2C(N)=NC=NC12 2'-deoxy-2'-bromoadenosine